4-(1-methylethyl)-benzonitrile CC(C)C1=CC=C(C#N)C=C1